(1-methyl-1H-1,2,4-triazol-3-yl)methyl (1-((2-(difluoromethyl)pyridin-4-yl)carbamoyl)-2-methyl-2,4,5,6-tetrahydrocyclopenta[c]pyrrol-4-yl)carbamate FC(C1=NC=CC(=C1)NC(=O)C=1N(C=C2C1CCC2NC(OCC2=NN(C=N2)C)=O)C)F